C(OC1=CC=C(C=C1)S(N=SC)(=O)=O)(OCC#C)=O 4-(N-(methylsulfaneylidene)sulfamoyl)phenyl prop-2-yn-1-yl carbonate